(+)-(2E)-3-(1,3-benzodioxol-5-yl)-N-phenyl-N-(tetrahydro-3-furanyl)-2-propenamide O1COC2=C1C=CC(=C2)/C=C/C(=O)N(C2COCC2)C2=CC=CC=C2